BrC1=C(CN2C3=NC=NC(=C3N=C2)NC(OC(C)(C)C)=O)C(=CC(=C1)Cl)N1CC(CC1)(C1=NNC=N1)NC(=O)OC(C)(C)C tert-butyl (9-(2-bromo-6-(3-((tert-butoxycarbonyl)amino)-3-(1H-1,2,4-triazol-3-yl)pyrrolidin-1-yl)-4-chlorobenzyl)-9H-purin-6-yl)carbamate